3-(3-((tert-butyl-dimethylsilyl)oxy)prop-1-en-2-yl)-5-(2-chloro-5-ethoxy-4-methoxyphenyl)pyridine [Si](C)(C)(C(C)(C)C)OCC(=C)C=1C=NC=C(C1)C1=C(C=C(C(=C1)OCC)OC)Cl